Cl.C1(CCCCC1)C(C(=O)NC1CCCCC1)N1C(=NC2=C1C=CC(=C2)C)C2=C(C=C(C=C2)OC)OC 2,N-dicyclohexyl-2-[2-(2,4-dimethoxy-phenyl)-5-methyl-benzoimidazol-1-yl]-acetamide hydrogen chloride